7-methoxy-1,1-dimethyl-3-tosylpyrrolo[1,2-a]quinolin-2(1H)-one COC=1C=C2C=CC=3N(C2=CC1)C(C(C3S(=O)(=O)C3=CC=C(C)C=C3)=O)(C)C